C1(=CC=CC=C1)N1[C@@H](CN(CC1)C(C)(C)C)CN 1-Phenyl-4-(tert-butyl)(R)-2-(aminomethyl)piperazine